FC=1C(=CC2=C(C(NC=3CNC[C@H](C23)N(C(=O)C=2NC3=CC(=CC(=C3C2)C(F)F)F)C)=O)C1)F (S)-N-(8,9-difluoro-6-oxo-1,2,3,4,5,6-hexahydrobenzo[c][1,7]naphthyridin-1-yl)-4-(difluoromethyl)-6-fluoro-N-methyl-1H-indole-2-carboxamide